C(C1=CC=CC=C1)(C1=CC=CC=C1)(C1=CC=CC=C1)OC1=CC=C(C=O)C=C1 4-(trityloxy)benzaldehyde